C(C)(C)(C)OC(NC1=C(C=CC(=C1)N1CCC(CC1)N(C)CCF)N)=O tert-butyl(2-amino-5-(4-((2-fluoroethyl)(methyl)amino)piperidin-1-yl)phenyl)carbamate